FC1=C(CC2=CC3=C(OC[C@@H](N3C(=O)OC(C)(C)C)C)N=C2C)C=CC(=C1)F tert-butyl (S)-7-(2,4-difluorobenzyl)-2,6-dimethyl-2,3-dihydro-1H-pyrido[2,3-b][1,4]oxazine-1-carboxylate